C1(CC1)N(C1=C(C(=NC=N1)NCC1C(CN(CC1)CC(=O)N)O)F)CC1=CC=C(C=C1)C=1C=NN(C1)C 2-(4-(((6-(cyclopropyl(4-(1-methyl-1H-pyrazol-4-yl)benzyl)amino)-5-fluoropyrimidin-4-yl)amino)methyl)-3-hydroxypiperidin-1-yl)acetamide